3-[3-[3-(hydroxymethyl)phenyl]imidazo[1,2-b]pyridazin-6-yl]phenol OCC=1C=C(C=CC1)C1=CN=C2N1N=C(C=C2)C=2C=C(C=CC2)O